5-(4-methoxyphenyl)uridine COC1=CC=C(C=C1)C=1C(NC(N([C@H]2[C@H](O)[C@H](O)[C@@H](CO)O2)C1)=O)=O